4-(4-fluoronaphthalen-1-yl)piperidine FC1=CC=C(C2=CC=CC=C12)C1CCNCC1